N-(3-fluoro-4-pyridyl)-2-iodobenzamide FC=1C=NC=CC1NC(C1=C(C=CC=C1)I)=O